5-Chloro-N-(2-fluoro-5-(5-(furan-2-yl)-1,3,4-oxadiazol-2-yl)phenyl)-2-(2-fluoroethoxy)benzamide ClC=1C=CC(=C(C(=O)NC2=C(C=CC(=C2)C=2OC(=NN2)C=2OC=CC2)F)C1)OCCF